OCCC#CC1=C(C=C(C=N1)C=1C=C(C=CC1C)NC(C1=CC(=NC=C1)C(F)(F)F)=O)N1CCOCC1 N-(3-(6-(4-hydroxybut-1-yn-1-yl)-5-morpholinopyridin-3-yl)-4-methylphenyl)-2-(trifluoromethyl)isonicotinamide